N=1NN=NC1C1=CC=C(C=C1C1=CC=C(C=C1)CN1C(=NC=C1C(=O)NC)CCCC)C1=CC=CC=C1 1-((6'-(2H-tetrazol-5-yl)-[1,1':3',1''-terphenyl]-4-yl)methyl)-2-butyl-N-methyl-1H-imidazole-5-carboxamide